5-[[2-(ethylsulfamoylamino)-3-fluoropyridine-4-yl]methyl]-3,4-difluoro-2-(2-Fluoro-4-iodoanilino)benzamide C(C)NS(=O)(=O)NC1=NC=CC(=C1F)CC=1C(=C(C(=C(C(=O)N)C1)NC1=C(C=C(C=C1)I)F)F)F